N1=CC(=CC=C1)CCNC(NC=1C=CC(=C(C1)C#CC1=CC=C(C(=O)NCCN2CC(CCC2)NC([O-])=O)C=C1)C1=CC=NC=C1)=O (1-(2-(4-((5-(3-(2-(pyridin-3-yl)ethyl)ureido)-2-(pyridin-4-yl)phenyl)ethynyl)benzamido)ethyl)piperidin-3-yl)carbamate